(2S)-2-[4-bromo-2-(4-ethoxy-4,5-dihydroisoxazol-3-yl)phenoxy]-3-methylbutanoic acid ethyl ester C(C)OC([C@H](C(C)C)OC1=C(C=C(C=C1)Br)C1=NOCC1OCC)=O